6-[(3R)-3-allyl-morpholin-4-yl]-N'-[2-benzyloxy-2-(trifluoromethyl)hex-5-enoyl]-3-nitro-5-(trifluoromethyl)pyridine-2-carbohydrazide C(C=C)[C@H]1N(CCOC1)C1=C(C=C(C(=N1)C(=O)NNC(C(CCC=C)(C(F)(F)F)OCC1=CC=CC=C1)=O)[N+](=O)[O-])C(F)(F)F